Biphenyl-4-yl-(3'-bromo-biphenyl-3-yl)-(9,9-dimethyl-9H-fluoren-2-yl)amine C1(=CC=C(C=C1)N(C1=CC=2C(C3=CC=CC=C3C2C=C1)(C)C)C=1C=C(C=CC1)C1=CC(=CC=C1)Br)C1=CC=CC=C1